3-acetoacetyl-butyric acid C(CC(=O)C)(=O)C(CC(=O)O)C